4-((5-((4b-hydroxy-7-isopropoxy-4-nitro-10-oxo-4b,10-dihydro-9bH-indeno[1,2-b]benzofuran-9b-yl)carbamoyl)-4-methyl-1H-pyrrol-2-yl)sulfonyl)piperazine-1-carboxylic acid tert-butyl ester C(C)(C)(C)OC(=O)N1CCN(CC1)S(=O)(=O)C=1NC(=C(C1)C)C(NC12C(OC3=C1C=CC(=C3)OC(C)C)(C3=C(C=CC=C3C2=O)[N+](=O)[O-])O)=O